CN1N=C2[C@@H](N(CCC2=C1C1=CC(=NN1C)C(F)(F)F)C(=O)C1=C(C=NC2=C(C=CC=C12)OC)F)C (S)-(2,7-dimethyl-3-(1-methyl-3-(trifluoromethyl)-1H-pyrazol-5-yl)-2,4,5,7-tetrahydro-6H-pyrazolo[3,4-c]pyridin-6-yl)(3-fluoro-8-methoxyquinolin-4-yl)methanone